5-((7-Aminoheptyl)amino)-N-(4,5-dimethylthiazol-2-yl)-2-methylbenzamide NCCCCCCCNC=1C=CC(=C(C(=O)NC=2SC(=C(N2)C)C)C1)C